C1(CC1)C([C@@H](C(NC=1C=NN(C1)C(C)C1=CC=NNC1=O)=O)NC(=O)C=1C(=NOC1)C(C)C)C1CC1 N-[(1S)-1-(dicyclopropylmethyl)-2-oxo-2-[[1-[1-(6-oxo-1H-pyridazin-5-yl)ethyl]pyrazol-4-yl]amino]ethyl]-3-isopropyl-isoxazole-4-carboxamide